decamethylenediamine furandicarboxylate O1C(=C(C=C1)C(=O)O)C(=O)O.NCCCCCCCCCCN